C(=O)C=1N=CC(=NC1OC)C=1C(=C(C=CC1)C1=C(C(=CC=C1)C=1C=CC=2N(C1)C(=NN2)C=O)C)C 6-(3'-(5-formyl-6-methoxypyrazin-2-yl)-2,2'-dimethyl-[1,1'-biphenyl]-3-yl)-[1,2,4]triazolo[4,3-a]pyridine-3-carbaldehyde